C(C)OC([C@@H](NC(=O)OC(C)(C)C)COS(=O)(=O)C1=CC=C(C)C=C1)=O N-(tert-butoxycarbonyl)-O-p-toluenesulfonyl-L-serine ethyl ester